CN1N(C2=NC(=NC=C2C1=O)NC1=CC=C(C=C1)N1CCC(CC1)C=1NC2=C(N1)C=CC=C2C(=O)N)C2=NC=CC=C2 2-[1-[4-[[2-methyl-3-oxo-1-(2-pyridyl)pyrazolo[3,4-d]pyrimidin-6-yl]amino]phenyl]-4-piperidyl]-3H-benzimidazole-4-carboxamide